ClC1=C(C=C(CNC(NC=2C=CC=C3CCC(OC23)C(=O)[O-])=O)C=C1)C(F)(F)F.[Li+] lithium 8-(3-(4-chloro-3-(trifluoromethyl)benzyl)ureido)chromane-2-carboxylate